3,3-bis(1H-benzimidazol-1-yl)acrolein N1(C=NC2=C1C=CC=C2)C(=CC=O)N2C=NC1=C2C=CC=C1